CN(CCN(S(=O)(=O)C1=CC=C(C=C1)NC=1N=CC2=C(N1)N=C(C=C2C#C[Si](C(C)C)(C(C)C)C(C)C)N2C(N(CC21CCCC1)C)=O)C)C N-[2-(Dimethylamino)ethyl]-N-methyl-4-[(7-{3-methyl-2-oxo-1,3-diazaspiro[4.4]nonan-1-yl}-5-[2-(triisopropylsilyl)ethynyl]pyrido[2,3-d]pyrimidin-2-yl)amino]benzenesulfonamide